OC1=CC=C(C=C1)C1=CC=C(C=C1)[N+](=O)[O-] 4'-hydroxy-4-nitrobiphenyl